endo-(endo)-methylenetetrahydrophthalic anhydride C=C1C2C(C(=O)OC2=O)C=CC1